azodicarbonyl-bismorphine N(=NC(=O)OC=1C=CC=2C[C@@H]3[C@@H]4C=C[C@@H]([C@H]5[C@@]4(C2C1O5)CCN3C)O)C(=O)OC=3C=CC=5C[C@@H]1[C@@H]2C=C[C@@H]([C@H]4[C@@]2(C5C3O4)CCN1C)O